C(C)C1N(CCCC1)CCOCCSSCCO 2-((2-(2-(2-ethylpiperidin-1-yl)ethoxy)ethyl)disulfaneyl)ethan-1-ol